1-(5-(4-chloro-7-fluoro-2-(4-(6-methoxypyridin-2-yl)piperazine-1-carbonyl)-1H-indol-6-yl)-3,6-dihydropyridin-1(2H)-yl)-3-(1H-1,2,3-triazol-1-yl)propan-1-one ClC1=C2C=C(NC2=C(C(=C1)C1=CCCN(C1)C(CCN1N=NC=C1)=O)F)C(=O)N1CCN(CC1)C1=NC(=CC=C1)OC